tert-butyl (3aS,6S,6aR)-2-benzyl-6-[[tert-butyl(dimethyl)silyl]oxymethyl]-4-oxo-3,3a,6,6a-tetrahydro-1H-pyrrolo[3,4-c]pyrrole-5-carboxylate C(C1=CC=CC=C1)N1C[C@@H]2[C@H](N(C([C@@H]2C1)=O)C(=O)OC(C)(C)C)CO[Si](C)(C)C(C)(C)C